C(C)N1N=CC(=C1)C1=CC=CC(=N1)C(=O)NC1=NC(=NC(=C1)N1C[C@@H](CC1)C(C)(C)O)C (R)-6-(1-ethyl-1H-pyrazol-4-yl)-N-(6-(3-(2-hydroxypropan-2-yl)pyrrolidin-1-yl)-2-methylpyrimidin-4-yl)picolinamide